tert-butyl (2R,4aR)-10-bromo-11-chloro-9-fluoro-2-methyl-6-(methyl-d3)-5-oxo-1,2,4,4a,5,6-hexahydro-3H-pyrazino[1',2':4,5]pyrazino[2,3-c]quinoline-3-carboxylate BrC=1C(=CC=2C3=C(C=NC2C1F)N(C([C@@H]1N3C[C@H](N(C1)C(=O)OC(C)(C)C)C)=O)C([2H])([2H])[2H])Cl